[N+](=O)([O-])C1=CC=C(C=C1)S(=O)(=O)Cl 4-Nitrobenzenesulfonyl chloride